(Z)-1-(3-(5-(dimethylamino)-2-isopropylphenyl)-4-oxothiazolidin-2-ylidene)-3-(2-fluoro-4-(1-(5-(trifluoromethyl)pyridin-2-yl)-1H-imidazol-4-yl)phenyl)urea CN(C=1C=CC(=C(C1)N1/C(/SCC1=O)=N/C(=O)NC1=C(C=C(C=C1)C=1N=CN(C1)C1=NC=C(C=C1)C(F)(F)F)F)C(C)C)C